4-cyclopropylbut-3-ynamide C1(CC1)C#CCC(=O)N